N-((S)-1-amino-1-oxo-3-((S)-2-oxopyrrolidin-3-yl)propan-2-yl)-2-azaspiro[4.4]nonane-3-carboxamide hydrochloride Cl.NC([C@H](C[C@H]1C(NCC1)=O)NC(=O)C1NCC2(C1)CCCC2)=O